NC1=C(C=C(C=N1)NC(C(=O)N1C2C(OCC1)CC=1C=C(C=CC12)C=1C=CC(=NC1)C(=O)NC)=O)C 5-(4-(2-((6-amino-5-methylpyridin-3-yl)amino)-2-oxoacetyl)-2,3,4,4a,9,9a-hexahydroindeno[2,1-b][1,4]oxazin-7-yl)-N-methylpicolinamide